BrC=1C(=C(OCCC(C(=O)N(C)OC)F)C(=CC1)F)F 4-(3-bromo-2,6-difluorophenoxy)-2-fluoro-N-methoxy-N-methylbutanamide